CC1=C2C(=O)N[C@H](C3=NC(=CS3)C(=O)N[C@H](C4=NC(=CS4)C(=O)N[C@H](C(=N2)O1)C(C)C)C(C)C)C(C)C The molecule is a homodetic cyclic peptide that consists of L-valine as the amino acid residue. It is isolated from Lissoclinum bistratum and exhibits antitumour activity against the human colon tumour cell line. It has a role as a metabolite and an antineoplastic agent. It is a homodetic cyclic peptide and a macrocycle.